C(C)(C)OC1=CC=2N(C=C1C(=O)OC)C=C(N2)CCCOC Methyl 7-isopropoxy-2-(3-methoxypropyl)imidazo[1,2-a]pyridine-6-carboxylate